6-chloro-2,3-diphenylquinoxaline ClC=1C=C2N=C(C(=NC2=CC1)C1=CC=CC=C1)C1=CC=CC=C1